(diphenyl-d10)triazinylphenyl-(terphenylyl)[(phenyl)(biphenylyl)triazinyl]dibenzofuran C1(C(C(C(C(C1[2H])([2H])[2H])([2H])[2H])([2H])[2H])([2H])[2H])([2H])C1=C(C2=C(C3=C(O2)C(=C(C(=C3C3=NN=NC(=C3C3=C(C=CC=C3)C3=CC=CC=C3)C3=CC=CC=C3)C3=C(C=CC=C3)C=3C(=CC=CC3)C3=CC=CC=C3)C3=CC=CC=C3)C3=NN=NC=C3)C=C1)C1(C(C(C(C(C1[2H])([2H])[2H])([2H])[2H])([2H])[2H])([2H])[2H])[2H]